[(2S)-pyrrolidin-2-yl]methanesulfonamide N1[C@@H](CCC1)CS(=O)(=O)N